The molecule is an O-acylcarnitine having arachidonoyl as the acyl substituent. It has a role as a metabolite. It is an O-acylcarnitine, an ammonium betaine and a carboxylic ester. It derives from a carnitine. CCCCC/C=C\\C/C=C\\C/C=C\\C/C=C\\CCCC(=O)OC(CC(=O)[O-])C[N+](C)(C)C